C(C)(C)(C)OC(CCCCCCCCCCCCCCCCC(=O)OC(C)(C)C)=O di-tert-butyl-octadecanedioate